1-(4-methoxy-benzyl)pseudouridine COC1=CC=C(CN2C=C([C@H]3[C@H](O)[C@H](O)[C@@H](CO)O3)C(NC2=O)=O)C=C1